CC=1N(C(=CC1)C)C1=CC(=C(C(=O)OC)C(=C1)OC)O methyl 4-(2,5-dimethylpyrrol-1-yl)-2-hydroxy-6-methoxy-benzoate